O1C(OCC1)C=1C=C(C=CC1C1OCCO1)CCN 2-(3,4-bis(1,3-dioxolan-2-yl)phenyl)ethane-1-amine